2-((3-(2-(dipropylamino)ethyl)-1H-indol-6-yl)oxy)-6-methyltetrahydro-2H-pyran-3,4,5-triol C(CC)N(CCC1=CNC2=CC(=CC=C12)OC1OC(C(C(C1O)O)O)C)CCC